C1(=CC=CC=C1)C1=NC(=NC(=N1)C1=CC=CC=C1)C=1C=C(C=C(C1)N1C2=CC=CC=C2C=2C=C(C=CC12)C1=CC(=CC(=C1)C)C)N1C2=CC=CC=C2C=2C=C(C=CC12)C1=CC(=CC(=C1)C)C 9,9'-(5-(4,6-diphenyl-1,3,5-triazin-2-yl)-1,3-phenylene)bis(3-(3,5-dimethylphenyl)-9H-carbazole)